FS(C1=CC=C(C=C1)NC1CCNCC1)(F)(F)(F)F N-[4-(pentafluoro-λ6-sulfanyl)phenyl]piperidin-4-amine